(1R,2S,3S)-N-(7-chloro-6-(1-((3S,4S)-4-hydroxy-3-methyltetrahydrofuran-3-yl)piperidin-4-yl)isoquinolin-3-yl)-2-methyl-3-(pyridin-2-yl)cyclopropane-1-carboxamide ClC1=C(C=C2C=C(N=CC2=C1)NC(=O)[C@@H]1[C@H]([C@@H]1C1=NC=CC=C1)C)C1CCN(CC1)[C@]1(COC[C@H]1O)C